1-(4-((4-((3'-chloro-2'-fluoro-4-methoxy-[1,1'-biphenyl]-3-yl)amino)-7-methoxy-quinazolin-6-yl)oxy)piperidin-1-yl)prop-2-en-1-one ClC=1C(=C(C=CC1)C1=CC(=C(C=C1)OC)NC1=NC=NC2=CC(=C(C=C12)OC1CCN(CC1)C(C=C)=O)OC)F